(2S)-2-amino-3-[4-(trifluoromethyl)phenyl]propanoic acid N[C@H](C(=O)O)CC1=CC=C(C=C1)C(F)(F)F